O[C@@H]1CN(C[C@H]1O)C(C#CC1=CC(=C(C=C1)C1=CC=CC=C1)C(F)(F)F)=O 1-[(3R,4R)-3,4-dihydroxypyrrolidin-1-yl]-3-[2-(trifluoromethyl)[1,1'-biphenyl]-4-yl]prop-2-yn-1-one